CN[C@@H]1CC[C@@H](CC1)NC1=NN2C(C=N1)=C(C=C2)C=2C=CC1=C(N(N=N1)C)C2 cis-N1-methyl-N4-(5-(1-methyl-1H-benzo[d][1,2,3]triazol-6-yl)pyrrolo[2,1-f][1,2,4]triazin-2-yl)cyclohexane-1,4-diamine